2'-amino-2'-deoxyguanosine N[C@H]1[C@@H](O[C@@H]([C@H]1O)CO)N1C=NC=2C(=O)NC(N)=NC12